(+)-2-Fluoro-3-hydroxy-2-(2-methylbenzyl)-2,3-dihydro-1H-inden-1-one FC1(C(C2=CC=CC=C2C1O)=O)CC1=C(C=CC=C1)C